C(CC)SC1=NC(=NC=N1)N 4-(propylthio)-1,3,5-triazin-2-amine